F[C@H]1[C@@H](CNCC1)NC=1C2=C(N=CN1)C(=CC(=N2)C2=CC=C(C=C2)OCCOC)C(=O)N 4-(((3R,4R)-4-fluoropiperidin-3-yl)amino)-6-(4-(2-methoxyethoxy)phenyl)pyrido[3,2-d]pyrimidine-8-carboxamide